8-(3,5-Difluorophenyl)-9-(4-((1-(3-fluoropropyl)azetidin-3-yl)methyl)phenyl)-6,7-dihydro-5H-benzo[7]annulen FC=1C=C(C=C(C1)F)C=1CCCC2=C(C1C1=CC=C(C=C1)CC1CN(C1)CCCF)C=CC=C2